BrC1=CC=C2C3(C(N(C2=C1)C(=O)OC(C)(C)C)=O)CC3 tert-butyl 6'-bromo-2'-oxospiro[cyclopropane-1,3'-indoline]-1'-carboxylate